1-(4-(3-(phenylsulfonyl)quinolin-4-yl)phenyl)ethan-1-one tert-butyl-4-(3-((benzyloxy)methyl)-4-ethyl-5-oxo-4,5-dihydro-1H-1,2,4-triazol-1-yl)-2-bromo-5-methylbenzoate C(C)(C)(C)OC(C1=C(C=C(C(=C1)C)N1N=C(N(C1=O)CC)COCC1=CC=CC=C1)Br)=O.C1(=CC=CC=C1)S(=O)(=O)C=1C=NC2=CC=CC=C2C1C1=CC=C(C=C1)C(C)=O